C(C)(C)(C)OC(=O)N1CCC(CC1)NC(=O)NCC1=CC=C(C=C1)C(N)=O 4-(3-(4-carbamoylbenzyl)ureido)piperidine-1-carboxylic acid tert-butyl ester